FC(C1=CC(=CC=2N=COC21)C(=O)[2H])(F)F 7-(trifluoromethyl)benzo[d]Oxazole-5-carbaldehyde-d